CC1C(=NC=C(C1=O)C)C(=O)O 3,5-dimethyl-2-carboxyl-4-pyridone